2-hydroxyeicosanoic acid OC(C(=O)O)CCCCCCCCCCCCCCCCCC